CC1=C(C(=O)NC=2C=C(C=CC2C(F)(F)F)C2CC2)C(=CC(=C1)OC[C@@H]1CCCC2=CC=CC=C12)C (1R,2S)-2-[3-{[2,6-dimethyl-4-(1,2,3,4-tetrahydro-1-naphthalenylmethoxy)benzoyl]amino}-4-(Trifluoromethyl)Phenyl]Cyclopropane